2-(Quinolin-8-yl)cyclobutane-1-carbonitrile N1=CC=CC2=CC=CC(=C12)C1C(CC1)C#N